COC(CC(C[N+](=O)[O-])C1(N(CCC1)C(=O)OC(C)(C)C)C)=O tert-butyl 2-[3-methoxy-1-(nitromethyl)-3-oxo-propyl]-2-methyl-pyrrolidine-1-carboxylate